ClC=1C=CC(=C(C#N)C1)S(=O)(=O)N1C[C@]([C@H](C1)OC1=C(C=C(C(=C1)F)F)F)(CO)O 5-chloro-2-(((3R,4S)-3-hydroxy-3-(hydroxymethyl)-4-(2,4,5-trifluorophenoxy)pyrrolidin-1-yl)sulfonyl)benzonitrile